C(C)(C)(C)N1COC2=C1C(=CC(=C2)C=C)C2=C(C=CC=C2OC)OC 3-(tert-butyl)-4-(2,6-dimethoxyphenyl)-6-vinyl-2,3-dihydrobenzo[d][1,3]oxazole